CC/C=C\\C/C=C\\C[C@@H](/C=C/C=C\\C=C\\CC/C=C\\CCC(=O)[O-])OO The molecule is a docosanoid anion that is the conjugate base of (4Z,8E,10Z,12E,14S,16Z,19Z)-14-hydroperoxydocosahexaenoic acid, obtained by deprotonation of the carboxy group; major species at pH 7.3. It is a docosanoid anion, a hydroperoxy fatty acid anion and a long-chain fatty acid anion. It is a conjugate base of a (4Z,8E,10Z,12E,14S,16Z,19Z)-14-hydroperoxydocosahexaenoic acid.